ClC1=C(C=C(C=C1)NC(=O)NC1CCC=2NC3=C(C=CC=C3C2C1)C(=O)N1CCN(CC1)C)C(F)(F)F 1-(4-chloro-3-trifluoromethylphenyl)-3-(8-(4-methylpiperazine-1-carbonyl)-2,3,4,9-tetrahydro-1H-carbazol-3-yl)urea